4-(benzyloxy)-3-fluoro-2,5,6-trimethylbenzoic acid C(C1=CC=CC=C1)OC1=C(C(=C(C(=O)O)C(=C1C)C)C)F